ClC=1C(N(C(=CC1OCC1=NC=C(C=C1F)F)C)C1=CC(=NC=C1C)C1=NC(=NC=C1)C(CO)(C)C)=O 3-chloro-4-((3,5-difluoropyridin-2-yl)methoxy)-2'-(2-(1-hydroxy-2-methylpropan-2-yl)pyrimidin-4-yl)-5',6-dimethyl-2H-[1,4'-bipyridin]-2-one